(2-amino-3-(3-((6-(3-phenylpropoxy)pyridin-3-yl)methyl)isoxazol-5-yl)pyridin-1-ium-1-yl)methyl hydrogen phosphate P(=O)(OC[N+]1=C(C(=CC=C1)C1=CC(=NO1)CC=1C=NC(=CC1)OCCCC1=CC=CC=C1)N)(O)[O-]